5'-(3,6-bis(diphenylamino)-9H-carbazol-9-yl)-4',6'-bis(3,6-dimethyl-9H-carbazol-9-yl)-[1,1':3',1''-terphenyl]-2'-carbonitrile C1(=CC=CC=C1)N(C=1C=CC=2N(C3=CC=C(C=C3C2C1)N(C1=CC=CC=C1)C1=CC=CC=C1)C=1C(=C(C(=C(C1N1C2=CC=C(C=C2C=2C=C(C=CC12)C)C)C1=CC=CC=C1)C#N)C1=CC=CC=C1)N1C2=CC=C(C=C2C=2C=C(C=CC12)C)C)C1=CC=CC=C1